N-(5-((3r,5r,7r)-adamantan-1-yl)pentyl)-5-(4-chlorophenyl)-1-(2,4-dichlorophenyl)-4-methyl-1H-pyrazole-3-carboxamide C12(CC3CC(CC(C1)C3)C2)CCCCCNC(=O)C2=NN(C(=C2C)C2=CC=C(C=C2)Cl)C2=C(C=C(C=C2)Cl)Cl